CC=1N=C2N(N=C(C=C2C)C=2N=C3N(C(C2)=O)C=C(C=C3)N3CCNC2(CC2)C3)C1 2-(2,8-Dimethylimidazo[1,2-b]pyridazin-6-yl)-7-(4,7-diazaspiro[2.5]octan-7-yl)-4H-pyrido[1,2-a]pyrimidin-4-on